2-((4-((2-hydroxydecyl)(3-(4-methylpiperazin-1-yl)propyl)amino)butanoyl)oxy)decanoic acid propyl ester C(CC)OC(C(CCCCCCCC)OC(CCCN(CCCN1CCN(CC1)C)CC(CCCCCCCC)O)=O)=O